[Si](C1=CC=CC=C1)(C1=CC=CC=C1)(C(C)(C)C)OCCN(C(C[C@H](CSC1=CC=CC=C1)NC1=C(C=C(C=C1)S(N)(=O)=O)S(=O)(=O)C(F)(F)F)=O)CC (R)-N-(2-((tert-butyldiphenylsilyl)oxy)ethyl)-N-ethyl-4-(phenylthio)-3-((4-sulfamoyl-2-((trifluoromethyl)sulfonyl)phenyl)amino)butanamide